(S)-6-Chloro-4-(5-(2-methyl-4-(oxetan-3-yl)piperazin-1-yl)pyridin-2-ylamino)pyridazin-3(2H)-one ClC=1C=C(C(NN1)=O)NC1=NC=C(C=C1)N1[C@H](CN(CC1)C1COC1)C